guanosine-5'-monophosphate P(=O)(O)(O)OC[C@@H]1[C@H]([C@H]([C@@H](O1)N1C=NC=2C(=O)NC(N)=NC12)O)O